N[C@H]1CN(CCC1)C(=O)C=1C=CC=2N(C1)N=C(C2C)C=2N(C1=C(C=CC=C1C2)C2CCN(CC2)C(COC(C)C)=O)CC2CC2 (R)-1-(4-(2-(6-(3-aminopiperidine-1-carbonyl)-3-methylpyrazolo[1,5-a]pyridin-2-yl)-1-(cyclopropylmethyl)-1H-indol-7-yl)piperidin-1-yl)-2-isopropoxyethan-1-one